(Z)-1-(3-(5-methyl-2-(3,3,3-trifluoropropoxy)phenyl)-4-oxothiazolidin-2-ylidene)-3-(2-methyl-4-(1-(4-(trifluoromethyl)phenyl)-1H-imidazol-4-yl)phenyl)urea CC=1C=CC(=C(C1)N1/C(/SCC1=O)=N/C(=O)NC1=C(C=C(C=C1)C=1N=CN(C1)C1=CC=C(C=C1)C(F)(F)F)C)OCCC(F)(F)F